N-[(2S)-2-hydroxypropoxy]furo[3,2-c]pyridine-2-carboxamide O[C@H](CONC(=O)C1=CC=2C=NC=CC2O1)C